OC1=C(C=C(C=C1)C1=CC(=C(C=C1)O)C(=O)O)C(=O)O 4,4'-dihydroxy-(1,1'-biphenyl)-3,3'-dicarboxylic acid